(S)-N-(1-(5-(Benzhydrylamino)pyridin-2-yl)-2,2,2-trifluoroethyl)-N,N'-dimethylcyclopropane-1,1-dicarboxamide C(C1=CC=CC=C1)(C1=CC=CC=C1)NC=1C=CC(=NC1)[C@@H](C(F)(F)F)N(C(=O)C1(CC1)C(=O)NC)C